butyl N-[(1-methyl-3-piperidyl)-(1-methylpyrazol-4-yl) sulfamoyl]carbamate CN1CC(CCC1)N(S(=O)(=O)NC(OCCCC)=O)C=1C=NN(C1)C